C(CCCCCCC\C=C/C\C=C/C\C=C/CC)(=O)OCCCCCC(OC(NCCOCCN(CC)C)=O)CCCCCOC(CCCCCCC\C=C/C\C=C/C\C=C/CC)=O 12-(5-{[(10Z,12Z,15Z)-1-oxooctadeca-9,12,15-trienyl] oxy} pentyl)-3-methyl-10-oxo-3,9-diaza-6,11-dioxaheptadecan-17-yl (10Z,12Z,15Z)-octadeca-9,12,15-trienoate